N-{6-ethoxy-7-methoxy-1H,2H,3H-cyclopenta[b]quinolin-9-yl}piperidin-4-amine C(C)OC=1C(=CC=2C(=C3C(=NC2C1)CCC3)NC3CCNCC3)OC